2-[(2-Bromophenyl)methoxy]-5-chloro-aniline BrC1=C(C=CC=C1)COC1=C(N)C=C(C=C1)Cl